(e)-3-(4'-Diethylaminophenyl)-1-(4-fluoro-2-hydroxylphenyl)prop-2-en-1-one C(C)N(C1=CC=C(C=C1)/C=C/C(=O)C1=C(C=C(C=C1)F)O)CC